4,4'-methylenediphenylisocyanate C(C1=CC=C(C=C1)N=C=O)C1=CC=C(C=C1)N=C=O